C(C)(C)(C)OC(=O)N1C[C@H]([C@@H](C1)C1=CC=CC=C1)C(NC1CN(C1)C1=CC=C(C=C1)F)=O (3S,4R)-3-[(1-4-fluorophenyl-azetidin-3-yl)carbamoyl]-4-phenylpyrrolidine-1-carboxylic acid tert-butyl ester